ClC1=C(OCC(=O)N2C[C@@H]3N(C(C4=C(NC3=O)C=CC(=C4)C4=C(C=CC(=C4)C(F)(F)F)C)=O)CC2)C=CC(=C1)OC(F)(F)F (S)-2-(2-(2-Chloro-4-(trifluoromethoxy)phenoxy)acetyl)-8-(2-methyl-5-(trifluoromethyl)phenyl)-1,3,4,12a-tetrahydrobenzo[e]pyrazino[1,2-a][1,4]diazepine-6,12(2H,11H)-dione